C1(CC1)C(C(=O)O)(C)C 2-cyclopropyl-methylpropanoic acid